C(C)(=O)OC1=NC=2C(=C3C(=NC2)N(C=C3)S(=O)(=O)C3=CC=C(C)C=C3)N1N1CCC(CC1)CN 1-(1-(4-(aminomethyl) piperidin-1-yl)-6-p-toluenesulfonyl-1,6-dihydroimidazo[4,5-d]pyrrolo[2,3-b]pyridin-2-yl) acetate